NCC1=C(C=O)C=C(C=C1)OC1CC1 2-(AMINOMETHYL)-5-CYCLOPROPOXYBENZALDEHYDE